C(C(C)C)C1=CC=CC=C1 2-isobutylbenzene